C(CCCCCCCC=CCCCCCCCC)N(CCO)CCO 9-octadecenyl-bis(2-hydroxyethyl)amine